FC1(CCN(CC1)C(=O)C=1C=NC2=C(C=CC=C2C1)C1=CC=C2C(NC(N(C2=C1)C)=O)=O)F 7-[3-(4,4-difluoropiperidine-1-carbonyl)-8-quinolyl]-1-methyl-quinazoline-2,4-dione